((3R,5S)-1-propenoyl-5-methylpyrrolidin-3-yl)-4-amino-6-(but-1-yn-1-yl)-N-((R)-1-phenylethyl)-7H-pyrrolo[2,3-d]Pyrimidine C(C=C)(=O)N1C[C@@H](C[C@@H]1C)C1N=C(C2=C(N1[C@H](C)C1=CC=CC=C1)NC(=C2)C#CCC)N